FC1=CC2=C(NC(=N2)C=2C=C(C=CC2)NC2=CC=C(C=N2)C2=NC=CC=C2)C=C1F N-(3-(5,6-difluoro-1H-benzo[d]imidazol-2-yl)phenyl)-[2,3'-bipyridin]-6'-amine